N-(6-(2-(((1r,4r)-4-aminocyclohexyl)amino)-8-ethylquinazolin-6-yl)pyridin-3-yl)-2-chloro-benzenesulfonamide NC1CCC(CC1)NC1=NC2=C(C=C(C=C2C=N1)C1=CC=C(C=N1)NS(=O)(=O)C1=C(C=CC=C1)Cl)CC